2-chloro-5-{[(2,2-dimethylpropanoyl)amino]methyl}-N-[1-(piperidin-4-yl)-1H-indazol-4-yl]benzamide hydrochloride Cl.ClC1=C(C(=O)NC2=C3C=NN(C3=CC=C2)C2CCNCC2)C=C(C=C1)CNC(C(C)(C)C)=O